2-(4-bromo-1H-pyrazol-1-yl)-N-isopropyl-N-methylpropanamide BrC=1C=NN(C1)C(C(=O)N(C)C(C)C)C